4-nitrophenyl 1-(3,5-dibromo-4-methoxyphenyl)-3-methyl-5-oxo-4,5-dihydro-1H-pyrazole-4-carboxylate BrC=1C=C(C=C(C1OC)Br)N1N=C(C(C1=O)C(=O)OC1=CC=C(C=C1)[N+](=O)[O-])C